(6-(3-(Trifluoromethyl)pyrrolidin-1-yl)pyridin-3-yl)methanamine FC(C1CN(CC1)C1=CC=C(C=N1)CN)(F)F